tert-butyl (4-nitrobenzoyl)(thiophen-2-yl)carbamate [N+](=O)([O-])C1=CC=C(C(=O)N(C(OC(C)(C)C)=O)C=2SC=CC2)C=C1